(2S)-1-(Benzyloxy)-2-propanol C(C1=CC=CC=C1)OC[C@H](C)O